OC1CC(CCC1[C@@H]1CC(CC[C@H]1C(=C)C)C)CCCC/C=N/O (1'R,5E,6'R)-6-hydroxy-5-(hydroxyimino)-3'-methyl-4-pentyl-6'-(prop-1-en-2-yl)-[1,1'-bi(cyclohexane)]